C1(CC1)CC1=C(C=NN1C)C1=NC(=NC=C1C(F)(F)F)NC1CCC(CC1)N (1R,4R)-N1-(4-(5-(cyclopropylmethyl)-1-methyl-1H-pyrazol-4-yl)-5-(trifluoromethyl)pyrimidin-2-yl)cyclohexane-1,4-diamine